C1=CC=CC2=C(C3=CC=CC=C3C(=C12)C=O)C=O anthracene-9,10-dicarboxaldehyde